4-(4-(4-methylpiperazin-1-yl)-[1,4'-bipiperidin]-1'-yl)-6-(methylsulfinyl)-3-((4-(octadecyloxy)phenyl)sulfonyl)quinoline CN1CCN(CC1)C1CCN(CC1)C1CCN(CC1)C1=C(C=NC2=CC=C(C=C12)S(=O)C)S(=O)(=O)C1=CC=C(C=C1)OCCCCCCCCCCCCCCCCCC